CN(CCC1=CNC2=CC=C3C(=C12)OCO3)C N,N-dimethyl-4,5-methylenedioxytryptamine